1-(1-(3-chloro-2-fluorophenyl)-1',4-dimethyl-1H,1'H-[3,4'-bipyrazol]-5-yl)-3-((3S,4R)-4-(3,4-difluorophenyl)-1-(2-methoxyethyl)pyrrolidin-3-yl)urea ClC=1C(=C(C=CC1)N1N=C(C(=C1NC(=O)N[C@@H]1CN(C[C@H]1C1=CC(=C(C=C1)F)F)CCOC)C)C=1C=NN(C1)C)F